[Br-].C(CCCCCCCCCCC)N1C=[N+](C=C1)C 1-Dodecyl-3-methylimidazolium bromide